(R)-N-(2-(4,4-Difluoropiperidin-1-yl)pyrimidin-4-yl)-4-((2-hydroxy-1-methylethyl)sulfonamido)-2-(6-azaspiro[2.5]octan-6-yl)benzamide FC1(CCN(CC1)C1=NC=CC(=N1)NC(C1=C(C=C(C=C1)NS(=O)(=O)[C@@H](CO)C)N1CCC2(CC2)CC1)=O)F